ethoxymethyl-cyclododecyl ether C(C)OCOC1CCCCCCCCCCC1